C(#N)C1=CN(C2=CC(=CC=C12)NC(=O)C=1N=CNC(C1)=O)CC1CC1 N-[3-cyano-1-(cyclopropylmethyl)-1H-indol-6-yl]-6-oxo-1,6-dihydropyrimidine-4-carboxamide